FC=1C=2N(C=C(C1)C1=CC3=C(N=C(NC3=O)C3(CCNCC3)F)C=N1)C=C(N2)C 6-(8-Fluoro-2-methylimidazo[1,2-a]pyridin-6-yl)-2-(4-fluoropiperidin-4-yl)pyrido[3,4-d]pyrimidin-4(3H)-one